FC=1C=C(C=C2C(=CNC12)CN(C)C)OC 1-(7-fluoro-5-methoxy-1H-indol-3-yl)-N,N-dimethyl-methanamine